2-(bis(4-methoxybenzyl)amino)-4-(heptan-4-ylamino)pyrido[4,3-d]pyrimidin-5(6H)-one COC1=CC=C(CN(C=2N=C(C3=C(N2)C=CNC3=O)NC(CCC)CCC)CC3=CC=C(C=C3)OC)C=C1